2-Chloro-4-[2-(5-oxopyrrolidin-3-yl)ethyl]benzoic acid ClC1=C(C(=O)O)C=CC(=C1)CCC1CNC(C1)=O